4-methyl-1-phenylpiperidine-4-carbaldehyde CC1(CCN(CC1)C1=CC=CC=C1)C=O